2-(2-(tert-butyldiphenylsiloxy)ethoxy)-8-(2-fluoro-4-iodophenylamino)-2,6-naphthyridin-1(2H)-one O([Si](C1=CC=CC=C1)(C1=CC=CC=C1)C(C)(C)C)CCON1C(C2=C(C=NC=C2C=C1)NC1=C(C=C(C=C1)I)F)=O